N1(N=NC=C1)C[C@@]12C[C@H](N([C@H]2C1)C(CNC(=O)C=1C=CC=2C(C3=CC=CC=C3C2C1)(F)F)=O)C(=O)N[C@H](C)C=1SC=C(C1)C(N)=N (1S,3S,5S)-5-((1H-1,2,3-triazol-1-yl)methyl)-N-((R)-1-(4-carbamimidoylthiophen-2-yl)ethyl)-2-((9,9-difluoro-9H-fluorene-3-carbonyl)glycyl)-2-azabicyclo[3.1.0]hexane-3-carboxamide